1'-[2-(3,5-difluoro-4-methanesulfonylphenoxy)ethyl]-1,2-dihydrospiro[indole-3,4'-piperidin]-2-one FC=1C=C(OCCN2CCC3(CC2)C(NC2=CC=CC=C23)=O)C=C(C1S(=O)(=O)C)F